4-methyl-2,6-bis((E)-4-(pyridin-4-yl)benzylidene)cyclohexanone CC1C\C(\C(/C(/C1)=C/C1=CC=C(C=C1)C1=CC=NC=C1)=O)=C/C1=CC=C(C=C1)C1=CC=NC=C1